ClC=1C=C2C(=NC(=NC2=C(C1C1=CC(=CC2=CC=CC=C12)O)F)OCC12CCCN2CCC1)N1C[C@H]2CC[C@@H](C1)N2C(CC#N)=O 3-((1R,5S)-3-(6-chloro-8-fluoro-7-(3-hydroxynaphthalen-1-yl)-2-((tetrahydro-1H-pyrrolizin-7a(5H)-yl)methoxy)quinazolin-4-yl)-3,8-diazabicyclo[3.2.1]octan-8-yl)-3-oxopropanenitrile